4,5-diphenyl-9H-carbazol C1(=CC=CC=C1)C1=CC=CC=2NC3=CC=CC(=C3C12)C1=CC=CC=C1